(1S,2R,4R)-4-(6-benzamido-9H-purin-9-yl)-2-((bis(4-methoxyphenyl)(phenyl)methoxy)methyl)cyclopentyl (2-cyanoethyl) diisopropylphosphoramidite C(C)(C)N(P(O[C@@H]1[C@H](C[C@H](C1)N1C2=NC=NC(=C2N=C1)NC(C1=CC=CC=C1)=O)COC(C1=CC=CC=C1)(C1=CC=C(C=C1)OC)C1=CC=C(C=C1)OC)OCCC#N)C(C)C